ClC=1C=C(C=CC1N1C(C(CC1)C)=O)C1=C(C(=CC=C1)C1=CC(=NC=C1)N1CCNCC1)O 1-(3-chloro-2'-hydroxy-3'-(2-(piperazin-1-yl)pyridin-4-yl)-[1,1'-biphenyl]-4-yl)-3-methylpyrrolidin-2-one